1-(3,5-Dichlorophenyl)-2,3,4,5-tetraphenyl-1H-pyrrole ClC=1C=C(C=C(C1)Cl)N1C(=C(C(=C1C1=CC=CC=C1)C1=CC=CC=C1)C1=CC=CC=C1)C1=CC=CC=C1